C1(CC1)C=1C(=C2C(C(N(C2=CC1)CC(=O)N[C@H]([C@@H](CC(=O)O)C)C)=O)(C)C)F (3R,4S)-4-(2-(5-cyclopropyl-4-fluoro-3,3-dimethyl-2-oxoindol-1-yl)acetamido)-3-methylpentanoic acid